(2-(trimethylsilyl)ethoxyMethyl)pyridazin-3(2H)one C[Si](CCOCN1N=CC=CC1=O)(C)C